3-((6-((4,4-difluorocyclohexyl)amino)-2-(3-(hydroxymethyl)-1H-pyrazol-1-yl)pyrimidin-4-yl)oxy)cyclobutan-1-ol FC1(CCC(CC1)NC1=CC(=NC(=N1)N1N=C(C=C1)CO)OC1CC(C1)O)F